NCC=1C=C(C=CC1)C=1C=C(C2=C(C(=C(O2)C(F)F)COC2=C(C=CC(=C2)OC)CC(=O)OCC)C1)NCC1CC1 ethyl 2-(2-((5-(3-(aminomethyl)phenyl)-7-((cyclopropylmethyl)amino)-2-(difluoromethyl)benzofuran-3-yl)methoxy)-4-methoxyphenyl)acetate